Cl.NC/C(/CN1N=CN(C1=O)C1=CC(=CC=C1)C1=CC2=C(OCO2)C=C1)=C\F 2-[(2E)-2-(aminomethyl)-3-fluoroprop-2-en-1-yl]-4-[3-(1,3-benzodioxol-5-yl)phenyl]-2,4-dihydro-3H-1,2,4-triazol-3-one hydrochloride